N-(p-chlorosulfonylphenylmethyl)pyridinium bromide [Br-].ClS(=O)(=O)C1=CC=C(C=C1)C[N+]1=CC=CC=C1